(2Z)-N-(2,6-dibromophenyl)-3,3-difluoropyrrolidine-2-imine BrC1=C(C(=CC=C1)Br)\N=C\1/NCCC1(F)F